tert-butyl 4-[(1r,3r)-3-{4-[2-(2,6-dioxopiperidin-3-yl)-7-methyl-1-oxo-3H-isoindol-5-yl]-3,6-dihydro-2H-pyridin-1-yl}cyclobutoxy]piperidine-1-carboxylate O=C1NC(CC[C@H]1N1C(C2=C(C=C(C=C2C1)C=1CCN(CC1)C1CC(C1)OC1CCN(CC1)C(=O)OC(C)(C)C)C)=O)=O